7-bromo-3,4-dihydro-2H-1-naphthalenone BrC1=CC=C2CCCC(C2=C1)=O